CN1[C@@H]2CC[C@H]1CC(C2)OC(=O)C3=CNC4=CC=CC=C43.Cl The molecule is a hydrochloride obtained by combining equimolar amounts of tropisetron and hydrogen chloride. It has a role as an anti-inflammatory agent, an antiemetic, an apoptosis inhibitor, an immunomodulator, a neuroprotective agent, a nicotinic acetylcholine receptor agonist, a serotonergic antagonist and a trypanocidal drug. It contains a tropisetron(1+).